C1=CC2=C(C=C1C(=O)O)C(=O)OC2=O tri-mellitic anhydride